6-((S)-1-(5-(4-chloro-1-methyl-6-oxo-1,6-dihydropyridin-3-yl)-7-(2-((2R,3R)-3-hydroxy-2-methylazetidin-1-yl)ethyl)-1-oxo-3,4-dihydroisoquinolin-2(1H)-yl)ethyl)-4-ethoxynicotinonitrile ClC=1C(=CN(C(C1)=O)C)C1=C2CCN(C(C2=CC(=C1)CCN1[C@@H]([C@@H](C1)O)C)=O)[C@@H](C)C1=NC=C(C#N)C(=C1)OCC